C(C)C=1C=C(C(=NC1)C(=O)OCC)C(=O)OCC diethyl 5-ethylpyridine-2,3-dicarboxylate